cycloheptatriene pyrrolate N1C(=CC=C1)C(=O)O.C1=CC=CC=CC1